CN1CCC2=C(CC1)C=CC(=C2)B2OC(C(O2)(C)C)(C)C 3-methyl-7-(4,4,5,5-tetramethyl-1,3,2-dioxaborolan-2-yl)-1,2,4,5-tetrahydro-3-benzazepine